CC1=NN(C(=C1CCC(=O)N1CCN(CC1)CC1=CC(=CC=C1)O)C)C=1C=CC=2N(N1)C(=NN2)C 3-(3,5-dimethyl-1-(3-methyl-[1,2,4]triazolo[4,3-b]pyridazin-6-yl)-1H-pyrazol-4-yl)-1-(4-(3-hydroxybenzyl)piperazin-1-yl)propan-1-one